Ethyl (R)-1-(2-aminopropyl)-1H-imidazole-5-carboxylate N[C@@H](CN1C=NC=C1C(=O)OCC)C